OC1=CC=C(C(\C=C/C2=CC=CC=C2)=O)C=C1 (Z)-4'-Hydroxychalcone